C(#N)CCC1CCN(CC1)C(=O)OC(C)(C)C tert-Butyl 4-(2-cyanoethyl)piperidine-1-carboxylate